(R)-3-(3-methyl-2-oxo-5-(piperazin-1-yl)-2,3-dihydro-1H-benzo[d]imidazol-1-yl)piperidine-2,6-dione CN1C(N(C2=C1C=C(C=C2)N2CCNCC2)[C@H]2C(NC(CC2)=O)=O)=O